(R)-N-methyl-2-(3-methylmorpholinyl)-4-(1H-pyrrolo[2,3-b]pyridin-4-yl)-5H-pyrrolo[2,3-d]pyrimidine-7(6H)-sulfonamide CNS(=O)(=O)N1CCC2=C1N=C(N=C2C2=C1C(=NC=C2)NC=C1)N1[C@@H](COCC1)C